N1(CCN(CC1)CCS(=O)(=O)O)CCS(=O)(=O)O piperazine-1,4-bisethanesulfonic acid